methyl-1-((4-methylpiperazin-1-yl)sulfonyl)-1H-pyrrole-3-carboxylic acid CC=1N(C=CC1C(=O)O)S(=O)(=O)N1CCN(CC1)C